butenedisulfonate C(=CCCS(=O)(=O)[O-])S(=O)(=O)[O-]